Cl.Cl.FC([C@H]1OC2=C(CNC1)N=C(C=C2)O)(F)F (S)-2-(trifluoromethyl)-2,3,4,5-tetrahydropyrido[2,3-f][1,4]oxazepin-7-ol, dihydrochloride